C(C(C)(C)C)(=O)OC1=CC(=CC2=CC=C(C(=C12)Cl)F)O 8-Chloro-7-fluoro-3-hydroxynaphthalen-1-yl pivalate